FC1=CC(=CC2=C(N(N=C12)C)C(C)C)C1=NC(=NC=C1)N[C@@H]1C[C@H](CC1)NCC1=C2CN(C(C2=CC=C1)=O)C1C(NC(CC1)=O)=O 3-(4-((((1S,3S)-3-((4-(7-fluoro-3-isopropyl-2-methyl-2H-indazol-5-yl)pyrimidin-2-yl)amino)cyclopentyl)amino)methyl)-1-oxoisoindolin-2-yl)piperidine-2,6-dione